CP(=O)(C)C1=CC=C(C2=C1CCO2)N(C(OC(C)(C)C)=O)CC#C tert-butyl (4-(dimethylphosphoryl)-2,3-dihydrobenzofuran-7-yl)(prop-2-yn-1-yl)carbamate